1-[4-(3-Chloro-5-fluorophenyl)piperidin-1-yl]-2-{3-[(2R,6S)-2,6-dimethylmorpholin-4-carbonyl]-5,6-dihydrocyclopenta[c]pyrazol-1(4H)-yl}ethan-1-on ClC=1C=C(C=C(C1)F)C1CCN(CC1)C(CN1N=C(C2=C1CCC2)C(=O)N2C[C@H](O[C@H](C2)C)C)=O